ClC1=CC(=C(C=C1)C=1C=2N(N=C(C1)[C@H]1C[C@H](OCC1)C1=CN(C(C=C1)=O)C(C)C)C(C(=C(N2)C)C)=O)F 9-(4-chloro-2-fluoro-phenyl)-7-[(2S,4R)-2-(1-isopropyl-6-keto-3-pyridyl)tetrahydropyran-4-yl]-2,3-dimethyl-pyrimido[1,2-b]pyridazin-4-one